O1C=C(C2=C1C=CC=C2)C[C@H](NC(C(N2CC1(COC1)C2)=O)=O)OB(O)O (R)-(2-(benzofuran-3-yl)-1-(2-oxo-2-(2-oxa-6-azaspiro[3.3]heptane-6-yl)acetamido)ethyl)boric acid